[Sb](F)(F)F antimony(III) trifluoride